N-((2,3-dihydrobenzofuran-7-yl)methyl)-2-((4S)-4'-(pyridin-2-yl)tetrahydrospiro[bicyclo[3.1.0]hexane-3,2'-pyran]-4'-yl)ethylamine O1CCC2=C1C(=CC=C2)CNCCC2(CC1(OCC2)CC2CC2C1)C1=NC=CC=C1